Pentyl-8-((2-(1-(N-(2-(dinonylamino)ethyl)-N-nonylglycyl)piperidin-3-yl)ethyl)(tetradecyl)amino)octanoate C(CCCC)OC(CCCCCCCN(CCCCCCCCCCCCCC)CCC1CN(CCC1)C(CN(CCCCCCCCC)CCN(CCCCCCCCC)CCCCCCCCC)=O)=O